BrC1=C(C=C2CN(C(C2=C1)=O)C1C(NC(CC1)=O)=O)CN1CC2CCC(C1)N2C2=CC=C(N=N2)C(=O)NC2CCC(CC2)OC2=CC(=C(C=C2)C#N)Cl 6-(3-((6-bromo-2-(2,6-dioxopiperidin-3-yl)-1-oxoisoindolin-5-yl)methyl)-3,8-diazabicyclo[3.2.1]octan-8-yl)-N-((1r,4r)-4-(3-chloro-4-cyanophenoxy)cyclohexyl)pyridazine-3-carboxamide